C(C)(C)(C)OC(=O)N1C2CN(CC1CC2)C=2C1=C(N=C(N2)SC)CC(OC1)C1=CC(=CC2=CC=CC(=C12)Br)OCOC 3-(7-(8-bromo-3-(methoxymethyloxy)naphthalen-1-yl)-2-(methylthio)-7,8-dihydro-5H-pyrano[4,3-d]pyrimidin-4-yl)-3,8-diazabicyclo[3.2.1]octane-8-carboxylic acid tert-butyl ester